octacosane-1,28-diol C(CCCCCCCCCCCCCCCCCCCCCCCCCCCO)O